CC(C(=O)OCC1CC2OC2CC1)=C 7-oxabicyclo[4.1.0]heptan-3-ylmethyl 2-methylprop-2-enoate